FC1(S([N-]S(C(C1(F)F)(C(F)(F)F)F)(=O)=O)(=O)=O)F 4,4,5,5,6-pentafluoro-6-(trifluoromethyl)-1lambda6,3lambda6-dithia-2-azanidacyclohexane 1,1,3,3-tetraoxide